4-[(1S,3R,4S,5R)-5-{[4-cyclopropyl-1-(2,6-dichlorophenyl)-1H-pyrazol-5-yl]methoxy}-3-ethyl-2-azabicyclo[2.2.1]heptan-2-yl]benzoic acid C1(CC1)C=1C=NN(C1CO[C@H]1[C@@H]2[C@H](N([C@H](C1)C2)C2=CC=C(C(=O)O)C=C2)CC)C2=C(C=CC=C2Cl)Cl